3-(3-(N-(((2R,3S,4R,5R)-5-(6-amino-9H-purin-9-yl)-3,4-dihydroxytetrahydrofuran-2-yl)methyl)acetamido)prop-1-yn-1-yl)benzamide NC1=C2N=CN(C2=NC=N1)[C@H]1[C@@H]([C@@H]([C@H](O1)CN(C(C)=O)CC#CC=1C=C(C(=O)N)C=CC1)O)O